ClC1=CC=C(OCC=2N=NN(C2)[C@H](C(=O)N2[C@@H](C[C@H](C2)O)C(=O)NC)C(C)(C)C)C=C1 (2S,4r)-1-[(2S)-2-[4-[(4-chlorophenoxy)methyl]triazol-1-yl]-3,3-dimethyl-butyryl]-4-hydroxy-N-methyl-pyrrolidine-2-carboxamide